C(C1=CC=CC=C1)N1CC(CCC1)C1=CC=NC=2N1N=C(C2)C(=O)N(C)C 7-(1-Benzylpiperidin-3-yl)-N,N-dimethylpyrazolo[1,5-a]pyrimidine-2-carboxamide